N-cyclopropyl-2-[(2S)-1-[(2,3-difluorophenyl)methyl]-5-oxopyrrolidin-2-yl]acetamid C1(CC1)NC(C[C@H]1N(C(CC1)=O)CC1=C(C(=CC=C1)F)F)=O